ClC1=CC(=NC2=C(C(=CC=C12)Cl)Cl)C=1CC(CCC1)C(=O)OCC ethyl 3-(4,7,8-trichloroquinolin-2-yl)cyclohex-3-ene-1-carboxylate